FC1=C(C=C(C=C1)C=1C(OC2=C(C1C)C=C(C=C2)O)C2=CC=C(C=C2)OC[C@H](C)N2C[C@@H](CC2)C)O 3-(4-fluoro-3-hydroxyphenyl)-4-methyl-2-(4-((S)-2-((R)-3-methylpyrrolidin-1-yl)propoxy)phenyl)-2H-benzopyran-6-ol